CC1=C(C=2N(N=C1N1CC=3C=C(C=NC3CC1)N1C(OC(C1)(C)C)=O)C(C=CN2)=O)C 3-(6-(8,9-dimethyl-4-oxo-4H-pyrimido[1,2-b]pyridazin-7-yl)-5,6,7,8-tetrahydro-1,6-naphthyridin-3-yl)-5,5-dimethyloxazolidin-2-one